N-[2-amino-5-(4-fluorophenyl)phenyl]-4-[(5-chloro-3-pyridyl)sulfonyl]benzamide NC1=C(C=C(C=C1)C1=CC=C(C=C1)F)NC(C1=CC=C(C=C1)S(=O)(=O)C=1C=NC=C(C1)Cl)=O